BrC=1C(=CC(=C(C(=O)OC)C1)F)C(Br)Br methyl 5-bromo-4-(dibromomethyl)-2-fluorobenzoate